The molecule is a myricetin O-glucoside that is myricetin with a alpha-D-glucosyl residue attached at position 3'. It has a role as a metabolite. It is an alpha-D-glucoside, a monosaccharide derivative, a myricetin O-glucoside, a pentahydroxyflavone and a member of flavonols. It derives from an alpha-D-glucose. C1=C(C=C(C(=C1O)O)O[C@@H]2[C@@H]([C@H]([C@@H]([C@H](O2)CO)O)O)O)C3=C(C(=O)C4=C(C=C(C=C4O3)O)O)O